2-oxa-15λ6-thia-5,8,16,18,21-pentaazatetracyclo[15.3.1.110,14.03,7]docosa-1(20),10(22),11,13,17(21),18-hexaene-9,15,15-trione C=12OC3CNCC3NC(C=3C=CC=C(S(NC(N=CC1)=N2)(=O)=O)C3)=O